COC(=O)C1=NC=C2C(=N1)N(N=C2)C2COCCC2 1-(tetrahydro-2H-pyran-3-yl)-1H-pyrazolo[3,4-d]pyrimidine-6-carboxylic acid methyl ester